FC(CC(C=CS(=O)(=O)C)NC(=O)C=1C(=NC(=NC1)C(C)(F)F)OC1=CC=CC=C1)F N-(5,5-difluoro-1-(methylsulfonyl)pent-1-en-3-yl)-2-(1,1-difluoroethyl)-4-phenoxypyrimidine-5-carboxamide